NC=1C2=C(N=CN1)N(C(=C2C2=CC=C(C=C2)OC2=NC=CC(=N2)C)C=2CN(CC2)C(=O)[C@@H]2OC2)C (R)-(3-(4-amino-7-methyl-5-(4-((4-methylpyrimidin-2-yl)oxy)phenyl)-7H-pyrrolo[2,3-d]pyrimidin-6-yl)-2,5-dihydro-1H-pyrrol-1-yl)(oxiran-2-yl)methanone